(S)-2-((4-(3-((7-(methylsulfonamido)-2-azaspiro[3.5]nonan-2-yl)methyl)pyrrolidine-1-yl)pyrimidin-5-yl)oxy)-5-fluoro-N,N-diisopropylbenzamide CS(=O)(=O)NC1CCC2(CN(C2)C[C@H]2CN(CC2)C2=NC=NC=C2OC2=C(C(=O)N(C(C)C)C(C)C)C=C(C=C2)F)CC1